C(#N)C[C@@H](C1=CC=C(C=C1)S(=O)(=O)CC)C1=C(C(=O)N)C=CC(=C1)N1[C@@H](C[C@H](C1)O)COC(F)F ((S)-2-cyano-1-(4-(ethylsulfonyl)phenyl)ethyl)-4-((2S,4R)-2-((difluoromethoxy)methyl)-4-hydroxypyrrolidin-1-yl)benzamide